O1C[C@H](CCC1)CC(=O)NCC1=CC(=NC=C1)OCC(F)(F)F |r| (±)-2-(Tetrahydro-2H-pyran-3-yl)-N-((2-(2,2,2-trifluoroethoxy)pyridin-4-yl)methyl)acetamide